3-(2-amino-6-(1-(4-methylbenzyl)-2-oxo-1,2-dihydropyridin-4-yl)pyrimidin-4-yl)-2-methylbenzonitrile NC1=NC(=CC(=N1)C=1C(=C(C#N)C=CC1)C)C1=CC(N(C=C1)CC1=CC=C(C=C1)C)=O